C1(=CC=CC=C1)C=1C(=C(C(=C(C1)C1=CC=CC=C1)C1=C(C=CC=2OC3=C(C21)C=CC=C3)C3=C(C(=CC=2C1=CC=CC=C1CC32)C)C)C3=NN=NC=C3)C3=CC=CC=C3 diphenyltriazinyl-[(dimethylfluorenyl)dibenzofuranyl]biphenyl